(2S,3R)-2-amino-6-borono-3-(morpholinomethyl)hexanoic Acid N[C@H](C(=O)O)[C@H](CCCB(O)O)CN1CCOCC1